3-(1,3-dioxo-2,3-dihydro-1H-isoindol-2-yl)propionic acid-3-aminopropyl ester NCCCOC(CCN1C(C2=CC=CC=C2C1=O)=O)=O